BrC1=CC(=C(C(=C1)Br)NC(=O)C=1N(N=C(C1)C(F)(F)F)C1=NC=CC=C1Cl)C(N=S(C(C)C)C(C)C)=O N-[4,6-dibromo-2-[(di-2-propyl-λ4-sulfenyl)carbamoyl]-phenyl]-2-(3-chloro-2-pyridyl)-5-(trifluoromethyl)pyrazole-3-carboxamide